OCCCCCN1C=NC2=C1C=C(C=C2)C(=O)[O-] 1-(5-hydroxypentyl)-1H-Benzo[d]imidazole-6-carboxylate